C1(=CC=CC=C1)CC(=O)N1CC(C1)C1=C(N=CS1)C(=O)O 5-[1-(2-phenylacetyl)azetidin-3-yl]-1,3-thiazole-4-carboxylic acid